1-formyl-4-bromobenzene C(=O)C1=CC=C(C=C1)Br